C1(CC1)CC(=O)C1=C(SC(=C1C)C)C=1C(=CC(N(C1)C)=O)/C=C/C(=O)OCC ethyl (E)-3-(5-(3-(2-cyclopropylacetyl)-4,5-dimethylthiophen-2-yl)-1-methyl-2-oxo-1,2-dihydropyridin-4-yl)acrylate